(tert-butyl 5-(4-((4-(((3R,4R)-1-propenoyl-4-methoxypyrrolidin-3-yl) methoxy)-5-chloro-7H-pyrrolo[2,3-d]pyrimidin-2-yl) amino)-1H-pyrazol-1-yl) pentyl) carbamate C(N)(OCCCCC(N1N=CC(=C1)NC=1N=C(C2=C(N1)NC=C2Cl)OC[C@H]2CN(C[C@@H]2OC)C(C=C)=O)C(C)(C)C)=O